1,3-di(bicyclo[2.2.1]hept-5-en-2-yl)propane C12C(CC(C=C1)C2)CCCC2C1C=CC(C2)C1